(R)-1-(4-(2,6-bis(benzyloxy) pyridin-3-yl)-3,5-difluorophenyl) pyrrolidin-3-ylmethylsulfonate N1C[C@@H](CC1)CS(=O)(=O)OC1=CC(=C(C(=C1)F)C=1C(=NC(=CC1)OCC1=CC=CC=C1)OCC1=CC=CC=C1)F